3,4-di-tert-butyl-6-methyl-phenol C(C)(C)(C)C=1C=C(C(=CC1C(C)(C)C)C)O